ClC1=C(C=CC=C1)CC(=O)NC1=CC(=C(C=C1)OC1=CC(=CC=C1)OC)S(N)(=O)=O 2-(2-chlorophenyl)-N-[4-(3-methoxyphenoxy)-3-sulfamoylphenyl]acetamide